BrC=1C=2N(C=CC1)C(=C(N2)C#CCNC2=C(C=C(C(=O)NC)C=C2)CC)CC(F)(F)F 4-({3-[8-bromo-3-(2,2,2-trifluoroethyl)imidazo[1,2-a]pyridin-2-yl]prop-2-yn-1-yl}amino)-3-ethyl-N-methyl-benzamide